1-(5-fluoro-3-pyridyl)piperazine FC=1C=C(C=NC1)N1CCNCC1